N-(2-((R)-4-Cyanothiazolidin-3-yl)-2-oxoethyl)-6-((R*)-3-methyl-2-oxopiperidin-1-yl)quinoline-4-carboxamide C(#N)[C@H]1N(CSC1)C(CNC(=O)C1=CC=NC2=CC=C(C=C12)N1C([C@@H](CCC1)C)=O)=O |o1:24|